CC1=C(C=C(C(=C1C)OCC(C)C)C)O 2,3,5-trimethyl-4-isobutoxyphenol